4-((5-(1-(3,3-difluorocyclobutyl)-2-methyl-1H-imidazo[4,5-b]pyridin-6-yl)pyrrolo[2,1-f][1,2,4]triazin-2-yl)amino)cyclohexan-1-ol FC1(CC(C1)N1C(=NC2=NC=C(C=C21)C=2C=CN1N=C(N=CC12)NC1CCC(CC1)O)C)F